C(CCC=C)OB(O)O 4-pentenylboric acid